ClC1=C(C=C(C=C1)[C@@H](CC(=O)O)C1CC1)NC[C@H]([C@H](C(F)(F)F)C)C1=CC=C2C=NN(C2=C1)C (S)-3-(4-chloro-3-((2R,3R)-4,4,4-trifluoro-3-methyl-2-(1-methyl-1H-indazol-6-yl)Butylamino)phenyl)-3-cyclopropylpropionic acid